Cl.Cl.CN(C=1N=NC(=CN1)C1=C(C=C(C=C1)C=1C=NNC1)O)C1CCNCC1 2-{3-[methyl-(piperidin-4-yl)amino]-1,2,4-triazin-6-yl}-5-(1H-pyrazol-4-yl)phenol dihydrochloride